FC(C(=O)O)(F)F.C(C)C=1C=C(C=CC1)C1CC(C1)NC 3-(3-Ethyl-phenyl)-N-methylcyclobutan-1-amine trifluoroacetate salt